1-(7-Chloro-8-fluoro-5-methoxy-2-(methylthio)pyrido[4,3-d]pyrimidin-4-yl)-3-methylpiperidine ClC1=C(C=2N=C(N=C(C2C(=N1)OC)N1CC(CCC1)C)SC)F